C(C=C)(=O)N1C[C@@H](N(C[C@H]1C)C1=NC(N2C3=C(C(=C(C=C13)C(F)(F)F)C1=CC=C(C=C1)F)SC[C@@H]2COCCOC)=O)C (S)-7-((2S,5R)-4-acryloyl-2,5-dimethylpiperazin-1-yl)-10-(4-fluorophenyl)-3-((2-methoxyethoxy)meth-yl)-9-(trifluoromethyl)-2H-[1,4]thiazino[2,3,4-ij]quinazolin-5(3H)-one